butyl (((2S,4S)-4-(6-carbamoyl-2-fluoro-3-(2-((tetrahydro-2H-pyran-2-yl)oxy)ethoxy)phenyl)-5-chloro-6-fluoro-2-phenyl-2,3-dihydrobenzofuran-2-yl)methyl)(methyl)carbamate C(N)(=O)C1=CC=C(C(=C1C1=C(C(=CC2=C1C[C@](O2)(C2=CC=CC=C2)CN(C(OCCCC)=O)C)F)Cl)F)OCCOC2OCCCC2